5-[2-(tert-butoxy)-2-oxoethyl]imidazo[1,2-a]pyridin-8-yl 2-[({[(tert-butoxy)carbonyl]-amino}methanimidoyl)amino]pyrimidine-5-carboxylate C(C)(C)(C)OC(=O)NC(=N)NC1=NC=C(C=N1)C(=O)OC=1C=2N(C(=CC1)CC(=O)OC(C)(C)C)C=CN2